TERT-BUTYL 5-(4-AMINO-7-(1-METHYLPIPERIDIN-4-YL)-7H-PYRROLO[2,3-D]PYRIMIDIN-5-YL)-4-FLUOROINDOLINE-1-CARBOXYLATE NC=1C2=C(N=CN1)N(C=C2C=2C(=C1CCN(C1=CC2)C(=O)OC(C)(C)C)F)C2CCN(CC2)C